4-(((5-Phenyl-2-(pyridin-2-yl)thieno[2,3-d]pyrimidin-4-yl)amino)methyl)benzenesulfonamide C1(=CC=CC=C1)C1=CSC=2N=C(N=C(C21)NCC2=CC=C(C=C2)S(=O)(=O)N)C2=NC=CC=C2